NC1=CC(=C(C(=N1)C1C(CC=2C(=NC(=NC2C1)OCC1N(CCC1)C)N1C(CN(CC1)C(C=C)=O)C)C)C(F)(F)F)C 1-(4-(7-(6-amino-4-methyl-3-(trifluoromethyl)pyridin-2-yl)-6-methyl-2-((1-methylpyrrolidin-2-yl)methoxy)-5,6,7,8-tetrahydroquinazolin-4-yl)-3-methylpiperazin-1-yl)prop-2-en-1-one